5,7-dihydroxy-4-oxo-2-(3,4,5-trihydroxyphenyl)chroman-3-yl-3,4,5-trihydroxycyclohexanecarboxylate OC1=C2C(C(C(OC2=CC(=C1)O)C1=CC(=C(C(=C1)O)O)O)OC(=O)C1CC(C(C(C1)O)O)O)=O